FC=1C=NC=C(C1S(=O)(=O)NC=1C(=NC=C(C1)C=1C=C2C(=NC=NC2=CC1)N1CCN(CC1)C(\C=C\C(C)=O)=O)OC)F (E)-3,5-difluoro-N-(2-methoxy-5-(4-(4-(4-oxopent-2-enoyl)piperazin-1-yl)quinazolin-6-yl)pyridin-3-yl)pyridine-4-sulfonamide